NC1=C(C=C(C=C1)Cl)C1=CC(N2[C@@H](CCC2C1)C(=O)OCC(=O)C=1C(=NC(=CC1)NC(C)=O)F)=O 2-(6-Acetamido-2-fluoropyridin-3-yl)-2-oxoethyl (3S)-7-(2-amino-5-chlorophenyl)-5-oxo-1,2,3,5,8,8a-hexahydroindolizine-3-carboxylate